Cl.FC1CNCCC1NC1=NN2C(C=N1)=C(N=C2CC(C)C)C(F)(F)F 3-fluoro-N-[7-(2-methylpropyl)-5-(trifluoromethyl)imidazo[4,3-f][1,2,4]triazin-2-yl]piperidin-4-amine hydrochloride